ClC1=CC=C(C=C1)C(C(NO)=N)(F)F 2-(4-chlorophenyl)-2,2-difluoro-N-hydroxyacetimidamide